6-chloro-1,3-dihydro-2H-pyrrolo[3,4-c]pyridine-2-carboxylic acid tert-butyl ester C(C)(C)(C)OC(=O)N1CC=2C=NC(=CC2C1)Cl